3,3-dimethyl-4-oxopiperidine-1-carboxylic acid tert-butyl ester C(C)(C)(C)OC(=O)N1CC(C(CC1)=O)(C)C